OCCOC(C1=CC=C(C(=O)O)C=C1)=O terephthalic acid mono(hydroxyethyl) ester